6-(benzyloxy)-7-methoxy-1-{(E)-2-[2-methyl-4-(1H-pyrazolo[3,4-b]pyridin-5-yl)phenyl]ethenyl}-1,2,3,4-tetrahydroisoquinoline C(C1=CC=CC=C1)OC=1C=C2CCNC(C2=CC1OC)\C=C\C1=C(C=C(C=C1)C=1C=C2C(=NC1)NN=C2)C